Stearyl isocyanat C(CCCCCCCCCCCCCCCCC)N=C=O